5-cyclopropyl-1-((2-(trimethylsilyl)ethoxy)methyl)-1H-pyrazolo[3,4-b]pyridine-3-carboxylic acid cesium [Cs].C1(CC1)C=1C=C2C(=NC1)N(N=C2C(=O)O)COCC[Si](C)(C)C